(S)-3-(fluoromethyl)-4-(1-methylcyclopropane-1-carbonyl)piperazine-1-carboxylic acid benzyl ester C(C1=CC=CC=C1)OC(=O)N1C[C@H](N(CC1)C(=O)C1(CC1)C)CF